C(C1=CC=CC=C1)NC([C@@H]([C@@H](C=C)OCC(CC=1C=C(C=CC1)C)(C)C)C1=CC=C(C=C1)C)=O (2R,3R)-N-benzyl-3-(2,2-dimethyl-3-(m-tolyl)propoxy)-2-(p-tolyl)pent-4-enamide